7-vinylbenzo[d]thiazol C(=C)C1=CC=CC=2N=CSC21